CN1C(C2=C(CC=C1)C(=CN2)C2=NC(=NC=C2C(F)(F)F)N[C@@H]2CNCCC2)=O 7-methyl-3-(2-{[(3S)-piperidin-3-yl]amino}-5-(trifluoromethyl)pyrimidin-4-yl)-1H,4H,7H,8H-pyrrolo[2,3-c]azepin-8-one